(3-fluorothiophen-2-yl)methylamine FC1=C(SC=C1)CN